N1CC(C1)COC=1C(=C(C(=O)N)C=CC1C#N)NC1=C(C=C(C=C1)I)F (azetidin-3-ylmethoxy)-4-cyano-2-((2-fluoro-4-iodophenyl)amino)benzamide